4-(2-chloro-4-fluorophenyl)-6-methyl-2-(thiazol-2-yl)-1,4-dihydropyrimidine-5-carboxylic acid methyl ester COC(=O)C=1C(N=C(NC1C)C=1SC=CN1)C1=C(C=C(C=C1)F)Cl